N-propyl-ammonium C(CC)[NH3+]